BrC1=C2C=NNC2=C(C=C1F)C(=O)N1[C@H](CN(CC1)C(=O)[O-])CCO (S)-4-(4-bromo-5-fluoro-1H-indazole-7-carbonyl)-3-(2-hydroxyethyl)piperazine-1-carboxylate